4-oxo-3-phenyl-6,7-dihydrothieno[3,2-d]pyrimidin O=C1C2=C(N=CN1C1=CC=CC=C1)CCS2